isopropyl (S)-6-diazo-2-((S)-2-(methylsulfonyl)butanamido)-5-oxohexanoate [N+](=[N-])=CC(CC[C@@H](C(=O)OC(C)C)NC([C@H](CC)S(=O)(=O)C)=O)=O